6-[[4-(2,6-dimethylphenyl)-6-[(2R)-2-(spiro[2.3]hexan-5-ylamino)-3-[1-(trifluoromethyl)cyclopropyl]propoxy]pyrimidin-2-yl]sulfamoyl]pyridine-2-carboxylic acid CC1=C(C(=CC=C1)C)C1=NC(=NC(=C1)OC[C@@H](CC1(CC1)C(F)(F)F)NC1CC2(CC2)C1)NS(=O)(=O)C1=CC=CC(=N1)C(=O)O